(S)-N-(1-(3-chlorophenyl)-2-hydroxyethyl)-4-(5-methoxy-1H-indol-3-yl)-1H-pyrrole-2-amide ClC=1C=C(C=CC1)[C@@H](CO)NC(=O)C=1NC=C(C1)C1=CNC2=CC=C(C=C12)OC